N-(4-(3-amino-7-(5-ethyl-4,5,6,7-tetrahydrothiazolo[5,4-c]pyridin-2-yl)-1H-pyrazolo[4,3-c]pyridin-4-yl)benzyl)-5-fluoro-2-methoxybenzamide NC1=NNC2=C1C(=NC=C2C=2SC=1CN(CCC1N2)CC)C2=CC=C(CNC(C1=C(C=CC(=C1)F)OC)=O)C=C2